(E)-2-(3-(4-(diethylamino) phenyl) acryloyl) phenylpyridineformate C1(=CC=CC=C1)C=1C(=NC=CC1)C(=O)OC(\C=C\C1=CC=C(C=C1)N(CC)CC)=O